2-[bis(4-hydroxy-2,3,5-trimethylphenyl)methyl]phenol OC1=C(C(=C(C=C1C)C(C1=C(C=CC=C1)O)C1=C(C(=C(C(=C1)C)O)C)C)C)C